benzyl (2-(2-(1,1,1-trifluoro-2-hydroxy-3-(1'-methyl-1'H-[1,3'-bipyrazole]-5'-carboxamido)propan-2-yl)-6-(4-(trifluoromethyl)phenyl)pyridin-4-yl)propan-2-yl)carbamate FC(C(CNC(=O)C1=CC(=NN1C)N1N=CC=C1)(O)C1=NC(=CC(=C1)C(C)(C)NC(OCC1=CC=CC=C1)=O)C1=CC=C(C=C1)C(F)(F)F)(F)F